cholan-5(6)-en CCC[C@@H](C)[C@H]1CC[C@H]2[C@@H]3CC=C4CCCC[C@]4(C)[C@H]3CC[C@]12C